N-(4-chloro-3-methylphenyl)pent-4-enamide ClC1=C(C=C(C=C1)NC(CCC=C)=O)C